tert-butyl 4-((5,6-dichloro-2-((2,6-diethylphenyl)amino)pyridin-3-yl)amino)piperidine-1-carboxylate ClC=1C=C(C(=NC1Cl)NC1=C(C=CC=C1CC)CC)NC1CCN(CC1)C(=O)OC(C)(C)C